1-[4-(3-cyclopropylphenyl)piperidin-1-yl]-2-{3-[(2R,6S)-2,6-dimethylmorpholine-4-carbonyl]-5,6-dihydrocyclopenta[c]pyrazol-1(4H)-yl}ethan-1-one C1(CC1)C=1C=C(C=CC1)C1CCN(CC1)C(CN1N=C(C2=C1CCC2)C(=O)N2C[C@H](O[C@H](C2)C)C)=O